C1(=CC=CC=C1)[C@@H]1NC(OC1)=O (S)-4-phenyl-oxazolidine-2-one